1-(1,2,4-triazol-1-yl)pent-3-en-2-ol N1(N=CN=C1)CC(C=CC)O